ClC=1C=C(C=CC1)C(C(OC(=O)N[C@H](C(=O)N[C@H](C(=O)OC)C[C@H]1C(NCC1)=O)CC1CCCC1)C1=CC=CC=C1)(F)F Methyl (2S)-2-((2S)-2-(((2-(3-chlorophenyl)-2,2-difluoro-1-phenylethoxy)carbonyl)amino)-3-cyclopentylpropanamido)-3-((S)-2-oxopyrrolidin-3-yl)propanoate